2-(5-methylpyridin-2-yl)ethan-1-amine CC=1C=CC(=NC1)CCN